pyrazin-1(2H)-yl-propionamide N1(CC=NC=C1)C(C(=O)N)C